6-(5-(6-methylpyridin-2-yl)-1H-imidazol-4-yl)-N-(5-(piperazin-1-yl)pyridin-2-yl)-1,5-naphthyridin-3-amine CC1=CC=CC(=N1)C1=C(N=CN1)C=1N=C2C=C(C=NC2=CC1)NC1=NC=C(C=C1)N1CCNCC1